phenothiazinedithiocarboxylic acid C1(=CC=CC=2SC3=CC=CC=C3NC12)C(=S)S